(S)-11-(1-cyclopropyl-1H-pyrazol-4-yl)-4-ethyl-8-fluoro-4-hydroxy-1H-pyrano[3',4':6,7]indolizino[2,1-b]quinoline-3,6,14(4H,11H,12H)-trione C1(CC1)N1N=CC(=C1)N1C2=C(C(C3=CC(=CC=C13)F)=O)C1=CC3=C(C(N1C2)=O)COC([C@]3(O)CC)=O